C(C1=CC=CC=C1)OCC1(CC1)S(=O)(=O)C1(COC1)CO (3-((1-((benzyloxy)methyl)cyclopropyl)sulfonyl)oxetan-3-yl)methanol